silver-tin-oxide [Sn]=O.[Ag]